FC(C(=O)O)(F)F.CC(C#N)C 2-methylpropanenitrile trifluoroacetic acid salt